2,2-dimethyl-3-phenylpropanenitrile CC(C#N)(CC1=CC=CC=C1)C